FC=1C=C(C=CC1F)C(C)N1CC(C1)C(=O)N1CC2CCC(C1)N2C2=NC=C(C#N)C=C2 Racemic-6-(3-(1-(1-(3,4-difluorophenyl)ethyl)azetidine-3-carbonyl)-3,8-diazabicyclo[3.2.1]octan-8-yl)nicotinonitrile